3-fluoro-N-(3-(quinoxaline-6-carbonyl)phenyl)benzamide FC=1C=C(C(=O)NC2=CC(=CC=C2)C(=O)C=2C=C3N=CC=NC3=CC2)C=CC1